S(=O)(=O)(OC(CCCCC)(CC)CC)OS(=O)(=O)O diethylhexyl sulfo sulphate